ClC[SiH2]CC[SiH3] [2-(chloromethylsilyl)ethyl]silane